BrC=1C(=C(C(=CC1)F)C(CCN(C)C)O)F 1-(3-bromo-2,6-difluorophenyl)-3-(dimethylamino)propan-1-ol